(tert-butoxycarbonyl)((4-(dimethylamino)pyridin-1-ium-1-yl)sulfonyl)amide C(C)(C)(C)OC(=O)[N-]S(=O)(=O)[N+]1=CC=C(C=C1)N(C)C